2-(1,3-dimethylbutylamino)-acridine-9(10H)-one CC(CC(C)C)NC1=CC=2C(C3=CC=CC=C3NC2C=C1)=O